N[C@@H](C(=O)O)CNC([C@@H]([C@@H]([C@H]([C@@H]([C@@H](CO)O)O)O)O)O)=O (R)-2-amino-3-((2R,3R,4S,5R,6R)-2,3,4,5,6,7-hexahydroxyheptanamido)propanoic acid